OC1CCCCN1C 6-hydroxy-1-methyl-piperidine